2-[1-(aminomethyl)cyclohexyl]acetonitrile NCC1(CCCCC1)CC#N